5-butoxyisophthalaldehyde C(CCC)OC=1C=C(C=C(C=O)C1)C=O